CC(CCCCCC)CCCC(CCCC(CCCCCCCCCCCCCCCCCCCC)C)C 7,11,15-Trimethylpentatriacontane